1-((4-bromo-5-methyl-1-(((S)-oxetan-2-yl)methyl)-1H-imidazol-2-yl)methyl)-4-((S)-2-(4-chloro-2-fluorophenyl)-2-methylbenzo[d][1,3]dioxolan-4-yl)piperidine BrC=1N=C(N(C1C)C[C@H]1OCC1)CN1CCC(CC1)C1=CC=CC=2O[C@](OC21)(C)C2=C(C=C(C=C2)Cl)F